N-[5-(1H-benzimidazol-2-yl)-1-[(4-methoxyphenyl)methyl]pyrazol-3-yl]-6-(2-oxa-6-azaspiro[3.3]heptan-6-yl)pyridine-3-carboxamide N1C(=NC2=C1C=CC=C2)C2=CC(=NN2CC2=CC=C(C=C2)OC)NC(=O)C=2C=NC(=CC2)N2CC1(COC1)C2